4-(3-(2-methoxyethyl)-5-(1-(m-tolyl)-1H-pyrazol-3-yl)-3H-imidazo[4,5-b]pyridin-7-yl)morpholine COCCN1C=NC=2C1=NC(=CC2N2CCOCC2)C2=NN(C=C2)C=2C=C(C=CC2)C